C(C1=CC=CC=C1)N1CCC(CC1)CCNC(=O)N1[C@@H](CN(CC1)C1=NC=C(C(=N1)NC)C#N)C (2R)-N-[2-(1-benzylpiperidin-4-yl)ethyl]-4-[5-cyano-4-(methylamino)pyrimidin-2-yl]-2-methylpiperazine-1-carboxamide